ethyl 1-[4-bromo-2-(o-tolyl)phenyl]sulfonyl-4-fluoro-piperidine-4-carboxylate BrC1=CC(=C(C=C1)S(=O)(=O)N1CCC(CC1)(C(=O)OCC)F)C1=C(C=CC=C1)C